di-tert-butylcresol CC1=CC(=C(C(=C1)C(C)(C)C)O)C(C)(C)C